vinyl dipropyl phosphate P(=O)(OC=C)(OCCC)OCCC